Furano[2,3-c]pyrrole O1C=CC=2C1=CNC2